dioctyltin sulfide C(CCCCCCC)[Sn](CCCCCCCC)=S